FC(OC1=C(C(=O)NCC)C(=CC(=C1)C1=CN=C2N1C=CC(=C2)C=2N=CN(C2)C)OC)F 2-(difluoromethoxy)-N-ethyl-6-methoxy-4-[7-(1-methylimidazol-4-yl)imidazo[1,2-a]pyridin-3-yl]benzamide